N-benzyl-1-(4-chlorobenzyl)-7-isobutyl-4-oxooctahydro-6H-3,6-methanopyrrolo[3,2-c]pyridine-6-carboxamide C(C1=CC=CC=C1)NC(=O)C12C(C3C(C(N1)=O)C(CN3CC3=CC=C(C=C3)Cl)C2)CC(C)C